CC(CCCCCCCCCCCCCCCCCCCCCCCCCCCCCCCCOC(CCCCCCCCCC=CCCCCCCCC)=O)CC.CNC1=CC(=NC=N1)OC1=CC=C(C=C1)NC(C=C)=O N-(4-((6-(methylamino)pyrimidin-4-yl)oxy)phenyl)acrylamide 33-methylpentatriacontyl-eicos-11-enoate